(2-bromo-4-methyl-6-nitrophenyl)(2-cyclopropyl-2-oxoethyl)carbamic acid tert-butyl ester C(C)(C)(C)OC(N(CC(=O)C1CC1)C1=C(C=C(C=C1[N+](=O)[O-])C)Br)=O